ClC1=C(C#N)C=CC(=C1)S(=O)(=O)[C@H]1CN(C[C@]1(CO)O)S(=O)(=O)C1=C(C=C(C=C1)C(F)(F)F)Cl 2-chloro-4-(((3S,4R)-1-((2-chloro-4-(trifluoromethyl)phenyl)sulfonyl)-4-hydroxy-4-(hydroxymethyl)pyrrolidin-3-yl)sulfonyl)benzonitrile